(Z)-1-(2-(3-cyclopropylmethoxy-4-methoxyphenyl)-2-phenylvinyl)-2,6-dimethylpyridin-4(1H)-one C1(CC1)COC=1C=C(C=CC1OC)\C(=C/N1C(=CC(C=C1C)=O)C)\C1=CC=CC=C1